BrC1=C(C(=O)OC)C=CC(=C1)C1CC1 methyl 2-bromo-4-cyclopropylbenzoate